BrC=1N=C(SC1)C[C@@H]1N=C([C@H](N=C1OC)C(C)C)OC 4-bromo-2-[[(2S,5R)-5-isopropyl-3,6-dimethoxy-2,5-dihydropyrazin-2-yl]methyl]thiazole